1-((3R,4S)-4-(6-((6-methoxy-2-methyl-1,2,3,4-tetrahydroisoquinolin-7-yl)amino)-1H-pyrazolo[3,4-d]pyrimidin-1-yl)-3-methylpiperidin-1-yl)ethan-1-one COC=1C=C2CCN(CC2=CC1NC1=NC=C2C(=N1)N(N=C2)[C@@H]2[C@@H](CN(CC2)C(C)=O)C)C